CC1(OB(OC1(C)C)C=1C=C2OC3=CC(C=CC3=NC2=CC1)=O)C 7-(4,4,5,5-Tetramethyl-1,3,2-dioxaborolan-2-yl)-3H-phenoxazin-3-one